C[N+]=1C=CN2C1C=CC=C2 1-methylimidazo[1,2-a]pyridine-1-ium